Cl.C1(CC1)CN[C@H]1[C@@H](C1)C1=CC(=CC=2CCOC21)C(=O)NC2CCC(CC2)(F)F 7-(trans-2-((cyclopropylmethyl)amino)cyclopropyl)-N-(4,4-difluorocyclohexyl)-2,3-dihydro-1-benzofuran-5-carboxamide Hydrochloride